(S)-2-fluoro-N-(7-methoxy-4-(1-methyl-3-phenyl-1H-pyrazol-4-yl)quinazolin-6-yl)propenamide FC(C(=O)NC=1C=C2C(=NC=NC2=CC1OC)C=1C(=NN(C1)C)C1=CC=CC=C1)=C